5-chloro-N-(((5S)-2-oxo-3-(4-(3-oxo-morpholin-4-yl)phenyl)-1,3-oxazolin-5-yl)methyl)thiophene-2-carboxamide ClC1=CC=C(S1)C(=O)NCC1=CN(C(O1)=O)C1=CC=C(C=C1)N1C(COCC1)=O